COC(C(C(=O)OC)=C1CC[C@H](N1C(=O)OC(C)(C)C)C(=O)OCC)=O 1-(tert-butyl) 2-ethyl (S)-5-(1,3-dimethoxy-1,3-dioxopropan-2-ylidene)pyrrolidine-1,2-dicarboxylate